[(2S,3R)-3-tert-butoxy-2-[(2,2,2-trifluoroacetyl)amino]butanoyl]-6,6-dimethyl-3-azabicyclo[3.1.0]hexane-2-carboxamide C(C)(C)(C)O[C@@H]([C@@H](C(=O)C12C(NCC2C1(C)C)C(=O)N)NC(C(F)(F)F)=O)C